tert-Butyl (Z)-3-amino-4,4,4-trichloro-2-isonicotinoylbut-2-enoate N\C(=C(/C(=O)OC(C)(C)C)\C(C1=CC=NC=C1)=O)\C(Cl)(Cl)Cl